C(C)(C)(C)OC(=O)NCC1=CC(=NN1C)C(=O)OC methyl 5-[(tert-butoxycarbonylamino)methyl]-1-methyl-pyrazole-3-carboxylate